OCCCCCCCCCCCOC1=CC=C(C=C1)CC#N 2-(4-((11-hydroxyundecyl)oxy)phenyl)acetonitrile